3-fluoro-6-(1H-imidazol-1-yl)-N-(4-(2-methoxyethoxy)cyclohexyl)pyridineamide FC=1C(=NC(=CC1)N1C=NC=C1)C(=O)NC1CCC(CC1)OCCOC